C(C)(C)(C)OC(=O)N1C(CCCC1(C)C)(C)C N-(tert-butoxycarbonyl)-2,2,6,6-tetramethylpiperidine